methyl 3-hydroxybutanoate OC(CC(=O)OC)C